6-chloro-4-((2,5-dimethoxy-3-(2-methyl-2H-1,2,3-triazol-4-yl)phenyl)amino)-N-(methyl-d3)pyridazine-3-carboxamide ClC1=CC(=C(N=N1)C(=O)NC([2H])([2H])[2H])NC1=C(C(=CC(=C1)OC)C1=NN(N=C1)C)OC